FC1=C(C=CC=C1F)CN1[C@H](CCC1=O)CC(=O)N(C1=CC=CC=C1)C 2-[(2R)-1-[(2,3-difluorophenyl)methyl]-5-oxopyrrolidin-2-yl]-N-methyl-N-phenylacetamide